(S)-5-(4-((1,4,8,11-tetraoxaspiro[5.6]dodecane-2-yl)methoxy)phenyl)-2-oxo-6-(trifluoromethyl)-1,2-dihydropyridine-3-carboxamide O1[C@@H](COCC12COCCOC2)COC2=CC=C(C=C2)C=2C=C(C(NC2C(F)(F)F)=O)C(=O)N